6-(2-(2-chlorophenyl)-3,4,6,7-tetrahydro-5H-imidazo[4,5-c]pyridin-5-yl)-5,6,7,8-tetrahydroisoquinoline ClC1=C(C=CC=C1)C1=NC2=C(CN(CC2)C2CC=3C=CN=CC3CC2)N1